BrC=1C=C2C=3N(C(C(NC3C1F)=O)C)N=C2 8-bromo-9-fluoro-3-methyl-1H-pyrazolo[1,5,4-de]quinoxalin-2(3H)-one